6-bromo-7-methoxy-[1,2,4]triazolo[1,5-a]pyridine BrC=1C(=CC=2N(C1)N=CN2)OC